6-methoxy-2-(2-nitro-4-(trifluoromethyl)phenyl)-1,2,3,4-tetrahydroisoquinoline COC=1C=C2CCN(CC2=CC1)C1=C(C=C(C=C1)C(F)(F)F)[N+](=O)[O-]